C1=CC(=NC2=C1C1=NC3=CC=CC=C3N=C1C1=C2N=CC=C1)C#N dipyrido[3,2-a:2',3'-c]phenazine-3-carbonitrile